OC(C(C)C)C=1C=C(C2=C(N=C(O2)N2CC3CCC(C2)N3C(=O)OC(C)(C)C)C1OC(F)(F)F)C=1SC=CN1 tert-Butyl 3-(5-(1-hydroxy-2-methylpropyl)-7-(thiazol-2-yl)-4-(trifluoromethoxy)benzo[d]oxazol-2-yl)-3,8-diazabicyclo[3.2.1]octane-8-carboxylate